ClC1=NN(C2=NC(=NC(=C21)N([C@@H]2CC[C@@H](N(C2)C(=O)OCC2=CC=CC=C2)C)C)Cl)C2OCCCC2 benzyl (2S,5R)-5-((3,6-dichloro-1-(tetrahydro-2H-pyran-2-yl)-1H-pyrazolo[3,4-d]pyrimidin-4-yl) (methyl) amino)-2-methylpiperidine-1-carboxylate